FC1=C(C(=CC(=C1)OC)F)[C@H]1[C@@H](C(NC1)=O)NC(=O)NC1=CC=C(C=C1)C |o1:10,11| (-)-1-[(3S*,4R*)-4-(2,6-Difluoro-4-methoxyphenyl)-2-oxopyrrolidin-3-yl]-3-(p-tolyl)urea